C12C3CCCC3C(CC1)CC2 Tricyclo[5.2.2.02,6]undecane